(pentamethylcyclopentadienyl)(1-n-hexylindenyl)hafnium CC1=C(C(=C(C1(C)[Hf]C=1C(C2=CC=CC=C2C1)CCCCCC)C)C)C